C[C@@]12C[C@H](N([C@H]2C1)C(CNC(=O)C=1OC2=C(C1)C=C(C=C2)OC2=CC=CC=C2)=O)C(=O)OCC ethyl (1S,3S,5S)-5-methyl-2-{2-[(5-phenoxy-1-benzofuran-2-yl)formamido]acetyl}-2-azabicyclo[3.1.0]hexane-3-carboxylate